{[5-(4-Ethylphenyl)-3-hydroxypyridine-2-carbonyl]amino}-acetic acid C(C)C1=CC=C(C=C1)C=1C=C(C(=NC1)C(=O)NCC(=O)O)O